S(=O)(=O)([O-])[O-].[K+].[Mg+2] magnesium potassium sulfate salt